[Fe].[Co].[O] oxygen cobalt-iron